C(#N)[C@H](CC1C(NC2=CC(=CC=C12)C)=O)NC([C@H](CC1CC1)N1C(=CC2=C(C=CC=C12)OC)C(=O)N)=O [(1S)-2-[[(1S)-1-cyano-2-(6-methyl-2-oxo-indolin-3-yl)ethyl]amino]-1-(cyclopropylmethyl)-2-oxo-ethyl]-4-methoxy-1H-indole-2-carboxamide